[Na].C(C1=CC=CC=C1)OC(=O)C=1N(C=CC1OCC1CC1)S(NC(=O)OCC1=CC=CC=C1)(=O)=O 1-(Benzyloxycarbonylsulfamoyl)-3-(cyclopropylmethoxy)pyrrole-2-carboxylic acid benzyl ester sodium salt